2-methyl-4,5,6,7-tetrahydrobenzo[d]Oxazole CC=1OC2=C(N1)CCCC2